[Cu+2].C(CCCCCCCCCCC)(=O)O.C(CCCCCCCCCCC)(=O)O Bis(dodecanoic acid) copper (II)